C(C)N1N=NN(C1=O)CCN1CCC(CC1)(COC)N(C(CC)=O)C1=CC=CC=C1 N-{1-[2-(4-ethyl-5-oxo-4,5-dihydro-1H-1,2,3,4-tetrazol-1-yl)ethyl]-4-(methoxymethyl)piperidin-4-yl}-N-phenylpropanamide